Pyrimidine-6-carboxylic acid benzyl ester C(C1=CC=CC=C1)OC(=O)C1=CC=NC=N1